ClC=1C=C(C=CC1OC)C=1N=C(C=2C=CC(=C(C2C1)N)C)N (3-chloro-4-methoxyphenyl)-6-methylisoquinoline-1,5-diamine